N-methyl-6-oxopiperidine-3-carboxamide CNC(=O)C1CNC(CC1)=O